C12(CC(C1)C2)NC(OC(C)(C)C)=O tert-butyl bicyclo[1.1.1]pentan-1-ylcarbamate